CC1=C(C(=CC=C1)C)SC1=NC2=CC=CC=C2C=C1 2-(2,6-dimethylphenylsulfanyl)-quinoline